3-[4-(4-Aminopiperidin-1-yl)-3-(3-fluoro-5-methylphenyl)cinnolin-6-yl]-5-fluorobenzamid NC1CCN(CC1)C1=C(N=NC2=CC=C(C=C12)C=1C=C(C(=O)N)C=C(C1)F)C1=CC(=CC(=C1)C)F